ClC=1C(=NC(=NC1)NC1CCC(CC1)(F)F)C=1C=C2C(N(C=NN2C1)[C@@H](C(=O)N[C@H](CO)C=1C=C(C=CC1)C)C)=O (R)-2-(6-(5-chloro-2-((4,4-difluorocyclohexyl)amino)pyrimidin-4-yl)-4-oxopyrrolo[2,1-f][1,2,4]triazin-3(4H)-yl)-N-((S)-2-hydroxy-1-(m-tolyl)ethyl)propionamide